C(C)(C)(C)OC(N[C@@H]1C(N(C2=C(OC1)C=CC(=C2)OCCC(C)(C)O)C)=O)=O (S)-(7-(3-hydroxy-3-methylbutoxy)-5-methyl-4-oxo-2,3,4,5-tetrahydrobenzo[b][1,4]oxazepin-3-yl)carbamic acid tert-butyl ester